8-chloro-2-phenyl-1,2,3,4-tetrahydroquinoline ClC=1C=CC=C2CCC(NC12)C1=CC=CC=C1